N1=C(N=CC=C1)C1=CC(=NO1)C(=O)O 5-(pyrimidin-2-yl)isoxazole-3-carboxylic acid